S1C2=C(C=C1)C=C(C=C2)CCNC(OC(C)(C)C)=O tert-butyl (2-(benzo[b]thiophen-5-yl)ethyl)carbamate